ClC1=CC=C(C=C1)C1=CCC(C=C1)(C1=CC=CC=C1)C 4-chloro-4'-methyl-1,1':4',1''-terphenyl